N,N-dimethyl-3-(oxetan-3-carboxamido)-1H-pyrazole-1-carboxamide CN(C(=O)N1N=C(C=C1)NC(=O)C1COC1)C